((((2R,3S,4R,5R)-5-(6-chloro-4-(cyclopropylamino)-1H-pyrazolo[3,4-d]pyrimidin-1-yl)-3,4-dihydroxytetrahydrofuran-2-yl)methoxy)methyl)phosphonic acid ClC1=NC(=C2C(=N1)N(N=C2)[C@H]2[C@@H]([C@@H]([C@H](O2)COCP(O)(O)=O)O)O)NC2CC2